C(C)(C)C1=CC=C(C=N1)C=1N=C2N(C=CC=C2)C1CN1C2CN(C(C1)CC2)C(=O)C2=NC(=CC=C2)OC (5-{[2-(6-Isopropylpyridin-3-yl)imidazo[1,2-a]pyridin-3-yl]methyl}-2,5-diazabicyclo[2.2.2]oct-2-yl)(6-methoxypyridin-2-yl)methanon